C(CC(C(F)F)(C(=O)O)N)CN.O.Cl The molecule is the hydrochloride and hydrate of the trypanocidal drug eflornithine. It is a hydrochloride and a hydrate. It contains an eflornithine.